bis-phthalic acid dianhydride C(C=1C(C(=O)O)=CC=CC1)(=O)OC(C=1C(C(=O)OC(C=2C(C(=O)O)=CC=CC2)=O)=CC=CC1)=O